CC(CN1CCN(CC1)C1=CC=C2C(=N1)C(=CN2)NC(NC2=CC=C(C=C2)C(F)(F)F)=O)C 3-{5-[4-(2-methylpropyl)piperazin-1-yl]-1H-pyrrolo[3,2-b]pyridin-3-yl}-1-[4-(trifluoromethyl)phenyl]urea